(3r,4r)-4-(4-chloroanilino)-3-methyl-piperidine-1-carboxylic acid tert-butyl ester C(C)(C)(C)OC(=O)N1C[C@H]([C@@H](CC1)NC1=CC=C(C=C1)Cl)C